calcium(II) methoxide C[O-].[Ca+2].C[O-]